C1(CC1)C1=C(C(=O)OC)C=C(C=C1)OC(F)(F)F methyl 2-cyclopropyl-5-(trifluoromethoxy)benzoate